N-((1,2,3,5,6,7-hexahydro-s-indacen-4-yl)carbamoyl)-4-(1-(4,4,5,5-tetramethyl-1,3,2-dioxaborolan-2-yl)propan-2-yl)furan-2-sulfonamide C1CCC2=C(C=3CCCC3C=C12)NC(=O)NS(=O)(=O)C=1OC=C(C1)C(CB1OC(C(O1)(C)C)(C)C)C